1-(Dimethylamino)-3-methyl-1-oxobutan-2-yl (2S)-2-[(tert-butoxycarbonyl)amino]-3-(3-iodophenyl)propanoate C(C)(C)(C)OC(=O)N[C@H](C(=O)OC(C(=O)N(C)C)C(C)C)CC1=CC(=CC=C1)I